C(C)(C)(C)OC(=O)N1CC(C1)NC1CCN(CC1)C1=NC=C(C=N1)C=1C=CC=2N(C1)C(=C(N2)CC)N(C)C=2SC(=C(N2)C2=CC=C(C=C2)F)C#N tert-butyl-3-((1-(5-(3-((5-cyano-4-(4-fluorophenyl)thiazol-2-yl)(methyl)amino)-2-ethylimidazo[1,2-a]pyridin-6-yl) pyrimidin-2-yl)piperidin-4-yl)amino)azetidine-1-carboxylate